2-[1-(piperidin-4-yl)-1H-pyrazolo[3,4-b]pyrazin-5-yl]-5-(1H-pyrazol-4-yl)phenol hydrochloride Cl.N1CCC(CC1)N1N=CC=2C1=NC=C(N2)C2=C(C=C(C=C2)C=2C=NNC2)O